5-((5-(4-(4-amino-3-(4-phenoxyphenyl)-1H-pyrazolo[3,4-d]pyrimidin-1-yl)piperidin-1-yl)-5-oxopentyl)thio)-2-(2,6-dioxopiperidin-3-yl)-6-fluoroisoindoline-1,3-dione NC1=C2C(=NC=N1)N(N=C2C2=CC=C(C=C2)OC2=CC=CC=C2)C2CCN(CC2)C(CCCCSC=2C=C1C(N(C(C1=CC2F)=O)C2C(NC(CC2)=O)=O)=O)=O